FC(C=1C=C(C=O)C=CC1)(F)F 3-trifluoromethyl-benzaldehyde